3-(3-((2-(cyclopropylmethoxy)pyridin-4-yl)methyl)isoxazol-5-yl)pyridin-2-amine C1(CC1)COC1=NC=CC(=C1)CC1=NOC(=C1)C=1C(=NC=CC1)N